heptane-3,5-diol CCC(CC(CC)O)O